(2-(benzo[c][1,2,5]oxadiazol-4-ylmethoxy)-4-((2-bromo-[1,1'-biphenyl]-3-yl)methoxy)-5-chlorobenzyl)-D-serine ethyl ester hydrochloride Cl.C(C)OC([C@H](NCC1=C(C=C(C(=C1)Cl)OCC=1C(=C(C=CC1)C1=CC=CC=C1)Br)OCC1=CC=CC2=NON=C21)CO)=O